2-dimethylamino-2-oxazoline CN(C=1OCCN1)C